CC(C)(C(C)(C1=CC=C(C=C1)C)C)C1=CC=C(C=C1)C 2,3-dimethyl-2,3-bis(4-methylphenyl)butane